ClC1=NC=C2NC(N(C2=N1)[C@H]1COCCC1)=O 2-chloro-9-[(3R)-tetrahydropyran-3-yl]-7H-purin-8-one